FC(C1=NC(=NO1)C=1C=CC(=NC1)CN1C(CSC2=C1C=CC=C2)=O)(F)F 4-({5-[5-(trifluoromethyl)-1,2,4-oxadiazol-3-yl]pyridin-2-yl}methyl)-2H-1,4-benzothiazin-3(4H)-one